O1C(=CC=C1)C(=O)[O-] furanoat